OC[C@H](C1=CC=CC=C1)NC1=NC(=NC=C1C(=O)N(C)C)NC1=CC(=C(C=C1)S(=O)(=O)C)C 4-[[(1S)-2-hydroxy-1-phenyl-ethyl]amino]-N,N-dimethyl-2-(3-methyl-4-methylsulfonyl-anilino)pyrimidine-5-carboxamide